tert-butyl (6-(1H-indol-6-yl)imidazo[1,2-a]pyrazin-8-yl)(3,4-dimethoxyphenyl)carbamate N1C=CC2=CC=C(C=C12)C=1N=C(C=2N(C1)C=CN2)N(C(OC(C)(C)C)=O)C2=CC(=C(C=C2)OC)OC